10-(4-methyl-piperazin-1-ylmethyl)-2H-7-oxa-1,2-diazabenzo[de]anthracen-3-one CN1CCN(CC1)CC1=CC=2C=3C4=C(C=CC=C4OC2C=C1)C(NN3)=O